1,2-di-O-phytanyl-sn-glycero-3-phosphoethanolamine C[C@H](CCC[C@H](C)CCCC(C)C)CCC[C@@H](C)CCOC[C@@H](COP(=O)(O)OCCN)OCC[C@H](C)CCC[C@H](C)CCC[C@H](C)CCCC(C)C